2-(2'-hydroxy-phenyl)-5-methoxy-benzotriazole OC1=C(C=CC=C1)N1N=C2C(=N1)C=CC(=C2)OC